N-((4-(((6-(isoindolin-2-ylmethyl)-4-oxo-4H-pyran-3-yl)oxy)methyl)cyclohexyl)methyl)methanesulfonamide C1N(CC2=CC=CC=C12)CC1=CC(C(=CO1)OCC1CCC(CC1)CNS(=O)(=O)C)=O